Cl.Cl.NCCCOC=1C=CC=2C3(C4=CC=C(C=C4OC2C1)OCCCN)OC(C1=C3C=CC=C1)=O 3',6'-Bis(3-aminopropoxy)-3H-spiro[2-benzofuran-1,9'-xanthen]-3-one dihydrochloride